diallyldi(beta-hydroxyethyl)ammonium chloride [Cl-].C(C=C)[N+](CCO)(CCO)CC=C